((3-(1-(3-chlorophenyl)cyclopropyl)-1,2,4-oxadiazol-5-yl)methyl)acrylic acid ClC=1C=C(C=CC1)C1(CC1)C1=NOC(=N1)CC(C(=O)O)=C